CN1CCC(CC1)NC=1C=2C=C(N(C2C=CC1)CC(F)(F)F)C=1SC(=NN1)CNC1CNCC1 N-(1-methylpiperidin-4-yl)-2-(5-{[(pyrrolidin-3-yl)amino]methyl}-1,3,4-thiadiazol-2-yl)-1-(2,2,2-trifluoroethyl)-1H-indol-4-amine